C[C@]1(C[C@@H]2C(CCC=C2C[C@H]1C)(C)C)C(C)=O |r| 1-[(2RS,3RS,8aRS)-2,3,8,8-tetramethyl-1,2,3,4,6,7,8,8a-octahydro-2-naphthalenyl]ethanone